4-(((S)-1-((2S,4R)-4-hydroxyl-2-((4-(4-methylthiazol-5-yl)benzyl)carbamoyl)pyrrolidin-1-yl)-3,3-dimethyl-1-oxobutan-2-yl)amino)-4-oxobutanoic acid O[C@@H]1C[C@H](N(C1)C([C@H](C(C)(C)C)NC(CCC(=O)O)=O)=O)C(NCC1=CC=C(C=C1)C1=C(N=CS1)C)=O